3-(1-(3-(5-((1-(2-(4-(4-((2,6-dioxopiperidin-3-yl)amino)-2-fluorophenyl)piperazine-1-yl)ethyl)piperidin-4-yl)methoxy)pyrimidin-2-yl)benzyl)-6-oxo-1,6-dihydropyridazin-3-yl)benzonitrile O=C1NC(CCC1NC1=CC(=C(C=C1)N1CCN(CC1)CCN1CCC(CC1)COC=1C=NC(=NC1)C=1C=C(CN2N=C(C=CC2=O)C=2C=C(C#N)C=CC2)C=CC1)F)=O